N-(4-bromo-2-pyridyl)morpholine-4-carboxamide BrC1=CC(=NC=C1)NC(=O)N1CCOCC1